OC1=CC=C(C=C1)\C(=C(/CC)\C1=CC=CC=C1)\C1=CC=C(C=C1)N1CCC(CC1)CNC1CCN(CC1)C=1C=C2CN(C(C2=CC1)=O)C1C(NC(CC1)=O)=O (E)-3-(5-(4-(((1-(4-(1-(4-hydroxyphenyl)-2-phenylbut-1-en-1-yl)phenyl)piperidin-4-yl)methyl)amino)piperidin-1-yl)-1-oxoisoindolin-2-yl)piperidine-2,6-dione